C(N)(O)=O.C(N)(O)=O.C1=CC=CC2=CC3=CC=CC=C3C=C12 anthracene dicarbamate